6-(3-(2-hydroxybutyl)ureido)-2,3-diphenylquinoline-4-carboxylic acid OC(CNC(NC=1C=C2C(=C(C(=NC2=CC1)C1=CC=CC=C1)C1=CC=CC=C1)C(=O)O)=O)CC